2-amino-N-[5-bromo-2-(methylthio)phenyl]-6-(methoxymethyl)nicotinamide NC1=C(C(=O)NC2=C(C=CC(=C2)Br)SC)C=CC(=N1)COC